N,N-dimethylpyrazolo[1,5-a]pyrimidin-3-amine CN(C=1C=NN2C1N=CC=C2)C